FC=1C=C(C#N)C=CC1C=1C2=C(N=C(N1)N1C[C@H](O[C@H](C1)C=1C=NN(C1)C)C)C(N(C(=N2)C(F)(F)F)C)=O 3-fluoro-4-(7-methyl-2-((2R,6S)-2-methyl-6-(1-methyl-1H-pyrazol-4-yl)morpholino)-8-oxo-6-(trifluoromethyl)-7,8-dihydropyrimido[5,4-d]pyrimidin-4-yl)benzonitrile